N-benzoyl-7-(3,4-dichlorobenzoyl)-2-(6-methoxy-3-pyridyl)-3-oxo-6,8-dihydro-5H-imidazo[1,5-a]pyrazine-1-carboxamide C(C1=CC=CC=C1)(=O)NC(=O)C=1N(C(N2C1CN(CC2)C(C2=CC(=C(C=C2)Cl)Cl)=O)=O)C=2C=NC(=CC2)OC